N-(1,1-Dimethylpropyl)-4-[[2-(4-fluoro-2-hydroxyphenyl)acetyl]amino]pyridine-2-carboxamide CC(CC)(C)NC(=O)C1=NC=CC(=C1)NC(CC1=C(C=C(C=C1)F)O)=O